5-(((1R,1aS,6bS)-1-(6-(trifluoro-methyl)-1H-benzo[d]imidazol-2-yl)-1a,6b-dihydro-1H-cyclopropa[b]benzofuran-5-yl)methyl)-3,4-dihydro-1,8-naphthyridin-2(1H)-one FC(C=1C=CC2=C(NC(=N2)[C@@H]2[C@H]3OC4=C([C@@H]32)C=C(C=C4)CC4=C3CCC(NC3=NC=C4)=O)C1)(F)F